C1(=CC=CC=C1)P(OC(C1=C(C(=C(C=C1C)C)CC)C)=O)=O (ethyl 2,4,6-trimethylbenzoyl) phenylphosphinate